The molecule is a monocarboxylic acid amide obtained by formal condensation of the carboxy group of 1-(2-chlorophenyl)isoquinoline-3-carboxylic acid with the amino group of sec-butylmethylamine It has a role as an antineoplastic agent. It is a member of isoquinolines, a monocarboxylic acid amide, an aromatic amide and a member of monochlorobenzenes. CCC(C)N(C)C(=O)C1=CC2=CC=CC=C2C(=N1)C3=CC=CC=C3Cl